1,1,1,3,3,3-hexafluoro-propan-2-yl (±)-1-(((6-(trifluoro-methyl)pyridin-2-yl)methyl)carbamoyl)-6-aza-spiro[2.5]octane-6-carboxylate FC(C1=CC=CC(=N1)CNC(=O)[C@@H]1CC12CCN(CC2)C(=O)OC(C(F)(F)F)C(F)(F)F)(F)F |r|